2-chloro-9-(4-ethynyl-tetrahydro-2H-pyran-4-yl)-7-methyl-7,9-dihydro-8H-purin-8-one ClC1=NC=C2N(C(N(C2=N1)C1(CCOCC1)C#C)=O)C